[13C]([13C]1=[13CH]N=[13CH][13CH]=[13CH]1)(=O)N [13C6]-nicotinamide